4,4,5,5-tetramethyl-2-(2-(4-(trifluoromethyl)phenyl)-2,3-dihydrobenzo[b][1,4]dioxin-6-yl)-1,3,2-dioxaborolan CC1(OB(OC1(C)C)C1=CC2=C(OC(CO2)C2=CC=C(C=C2)C(F)(F)F)C=C1)C